C12N(CC(NC1)CC2)C=2C=C1CN(C(C1=C(C2F)F)=O)C2C(NC(CC2)=O)=O 3-(5-(2,5-diazabicyclo[2.2.2]octan-2-yl)-6,7-difluoro-1-oxoisoindolin-2-yl)piperidine-2,6-dione